1-((1S,4S,6S)-6-(4-((4-([1,2,4]triazolo[1,5-a]pyridin-7-yloxy)-3-chloro-2-fluorophenyl)amino)pyrido[3,2-d]pyrimidin-6-yl)-2-azabicyclo[2.2.1]heptan-2-yl)prop-2-en-1-one N=1C=NN2C1C=C(C=C2)OC2=C(C(=C(C=C2)NC=2C1=C(N=CN2)C=CC(=N1)[C@H]1C[C@@H]2CN([C@H]1C2)C(C=C)=O)F)Cl